CC(C)CCCCCCCCCCCC(=O)OC(C(/C=C\CCCCCCCCCCC(C)C)O)C(CS(=O)(=O)O)(C(=O)O)N 2-carboxy-2-amino-3-O-(13'-methyltetradecanoyl)-4-hydroxy-17-methyloctadec-5-ene-1-sulfonic acid